2-(2-chloro-6-(difluoromethoxy)phenyl)-4,4,5,5-tetramethyl-1,3,2-dioxaborolane ClC1=C(C(=CC=C1)OC(F)F)B1OC(C(O1)(C)C)(C)C